ClC1=C(C=CC(=C1)OCCN1CCNCC1)C=1N(C2=NC=NC(=C2N1)OC1(CC1)C)CC=1C=C(C#N)C=CN1 2-((8-(2-chloro-4-(2-(piperazin-1-yl)ethoxy)phenyl)-6-(1-methyl-cyclopropoxy)-9H-purin-9-yl)methyl)isonicotinonitrile